4-((2,5-dimethyl-4,5-dihydro-[1,2,4]triazolo[1,5-a]quinoxalin-6-yl)amino)-N-(methyl-d3)-6-((5-methylpyridin-2-yl)amino)pyridazine-3-carboxamide CC1=NN2C(CN(C3=C(C=CC=C23)NC2=C(N=NC(=C2)NC2=NC=C(C=C2)C)C(=O)NC([2H])([2H])[2H])C)=N1